2-fluoro-N-(2-methoxy-5-(3-(4-(trifluoromethyl)phenyl)-1H-pyrazolo[3,4-b]pyridin-1-yl)phenyl)acrylamide FC(C(=O)NC1=C(C=CC(=C1)N1N=C(C=2C1=NC=CC2)C2=CC=C(C=C2)C(F)(F)F)OC)=C